3-(((6-cyclopropylimidazo[1,2-a]pyridin-2-yl)methyl)amino)-4-ethoxycyclobut-3-en-1,2-dione C1(CC1)C=1C=CC=2N(C1)C=C(N2)CNC=2C(C(C2OCC)=O)=O